FC1=CC(=C(C(=C1)C(C)C)NC(=O)N=S(=O)(N)C1=C(C=CC=C1)COC)C(C)C N'-((4-fluoro-2,6-diisopropyl-phenyl)carbamoyl)-2-(meth-oxymethyl)benzenesulfonimidamide